OCOCCC 1,3-dioxa-hexane